CC=1C=C(C(=O)O)C=CC1C=1C=NC(=CC1)NC([C@@H]1N(CCC1)C(NC1=CC(=C(C=C1)C(C)C)C)=O)=O 3-methyl-4-{6-[(1-{[3-methyl-4-(propan-2-yl)phenyl]carbamoyl}-D-prolyl)amino]pyridin-3-yl}benzoic acid